FC1=C(C=C(C=C1)F)C(CC#CC#CC=1C=CNC1)N1C(C2=CC(=CC(=C2C1)F)C1=CC=C(C=C1)C1CCNCC1)=O 4-(6-(2,5-Difluorophenyl)-6-(4-fluoro-1-oxo-6-(4-(piperidin-4-yl)phenyl)isoindolin-2-yl)hex-1,3-diyn-1-yl)-1H-pyrrole